phenylalanine lithium salt [Li+].N[C@@H](CC1=CC=CC=C1)C(=O)[O-]